ClC1=C(C=C2CCNCC2=C1)NC1=NC=C(C(=N1)C1=CC(=CS1)S(=O)(=O)N)C(F)(F)F 5-(2-((7-Chloro-1,2,3,4-tetrahydroisoquinolin-6-yl)amino)-5-(trifluoromethyl)pyrimidin-4-yl)thiophene-3-sulfonamide